(1R)-6-methoxy-1-methyl-3,4-dihydro-1H-isoquinoline-2-carbaldehyde COC=1C=C2CCN([C@@H](C2=CC1)C)C=O